10-methyl-8-oxo-3,4,5a,6,7,8,9,10-octahydro-1,2,5,7,10-pentaazacycloocta[cd]indene-5(2H)-carboxylate CN1CC(NCC2C=3C1=NNC3CCN2C(=O)[O-])=O